N-methyl-tert-butylamine CNC(C)(C)C